ClC=1C=C2C(=CNC2=CC1F)NC(=O)N1CC2=CC=C(C=C2C1)C1=CC=C(C=C1)OC N-(5-chloro-6-fluoro-1H-indol-3-yl)-5-(4-methoxyphenyl)isoindoline-2-carboxamide